1-((3R,4S)-3-fluoro-4-((4-(methoxy-d3)-5-(1-(2,2,2-trifluoroethyl)-1H-benzo[d][1,2,3]triazol-6-yl)pyrrolo[2,1-f][1,2,4]triazin-2-yl)amino)piperidin-1-yl)ethan-1-one-2,2,2-d3 F[C@@H]1CN(CC[C@@H]1NC1=NN2C(C(=N1)OC([2H])([2H])[2H])=C(C=C2)C=2C=CC1=C(N(N=N1)CC(F)(F)F)C2)C(C([2H])([2H])[2H])=O